OC1(CC1)C1N(CC=C1)C(=O)OC(C)(C)C tert-butyl 2-(1-hydroxycyclopropyl)-2,5-dihydropyrrole-1-carboxylate